3-methyl-1-(oxetan-3-yl)-5-(2-(2-(trifluoromethyl)pyridin-4-yl)-2,6-diazaspiro[3.4]octan-6-yl)-1,3-dihydro-2H-imidazo[4,5-b]pyrazin-2-one CN1C(N(C2=NC=C(N=C21)N2CC1(CN(C1)C1=CC(=NC=C1)C(F)(F)F)CC2)C2COC2)=O